2,2-dimethyl-3-oxopropyl acetate C(C)(=O)OCC(C=O)(C)C